OCC=1C(=C(C(=NC1)C)O)CO Bis(hydroxymethyl)-2-methylpyridin-3-ol